[N+](=[N-])=C[Si](C)(C)C (diazomethyl)-trimethylsilane